C(CC(=O)O)C(C#N)N The molecule is a gamma-amino acid that is GABA in which one of the hydrogens at position 4 is replaced by a cyano group. It is a gamma-amino acid, a monocarboxylic acid and an aliphatic nitrile. It derives from a butyric acid.